C[C@@H]1O[C@@H](CN(C1)C1=CC=CC(=N1)C1=NC2=CC(=NC=C2C=C1)CNC(=O)C=1C=CC(=C(C1)C1(CCN(CC1)C(=O)OC(C)(C)C)O)C)C tert-butyl 4-(5-(((2-(6-((cis)-2,6-dimethylmorpholino)pyridin-2-yl)-1,6-naphthyridin-7-yl)methyl)carbamoyl)-2-methylphenyl)-4-hydroxypiperidine-1-carboxylate